methyl 3-((3-butyl-5-(4-fluorophenyl)-7-(methylsulfanyl)-1,1-dioxo-2,3,4,5-tetrahydro-1,5-benzothiazepin-8-yl) oxy)-2,2-dimethylpropionate C(CCC)C1CS(C2=C(N(C1)C1=CC=C(C=C1)F)C=C(C(=C2)OCC(C(=O)OC)(C)C)SC)(=O)=O